C(#N)CCOP(O)(O)=S O-(2-cyanoethyl)thioPhosphoric acid